BrC=1C=C2C3=C(C(NC3=CC=C2C#N)=O)C1 4-Bromo-2-oxo-1,2-dihydrobenzo[cd]indole-6-carbonitrile